N-(3-chloro-2-methylphenyl)-6-({[2-chloro-5-(4,4,4-trifluorobutoxy)phenyl]carbonyl}amino)-2-(methoxymethyl)-1H-benzimidazole-4-carboxamide ClC=1C(=C(C=CC1)NC(=O)C1=CC(=CC=2NC(=NC21)COC)NC(=O)C2=C(C=CC(=C2)OCCCC(F)(F)F)Cl)C